FC1=C(C(=O)[O-])C=CC=N1.[Na+] sodium fluoronicotinate